6-cyano-N-(4-cyano-2-fluorophenyl)-1,8-dihydropyrrolo[3,2-g]indole-3-sulfonamide C(#N)C1=CNC=2C3=C(C=CC12)C(=CN3)S(=O)(=O)NC3=C(C=C(C=C3)C#N)F